N-[3-[5-[3-cis-(trifluoromethoxy)cyclobutyl]-1,3,4-oxadiazol-2-yl]-1-bicyclo[1.1.1]pentanoyl]-2-[2-(trifluoromethoxy)ethoxy]acetamide FC(OC1(CCC1)C1=NN=C(O1)C12CC(C1)(C2)C(=O)NC(COCCOC(F)(F)F)=O)(F)F